[Na+].[Na+].P(=O)(OC(OC1=CC=CC=C1)=C1C2=CC=CC=C2N(C=2C=CC=CC12)C)([O-])[O-] [10-methyl-9(10H)-acridinylidene]phenoxymethyl phosphate disodium salt